2-[(3R,5R)-3,5-dimethylpiperazin-1-yl]-1,3-benzothiazole C[C@@H]1CN(C[C@H](N1)C)C=1SC2=C(N1)C=CC=C2